3-methoxy-4-{[3-(4-{[(1R,4R)-4-(4-methanesulfonyl-piperidin-1-yl)cyclohexyl]amino}-1-(2,2,2-trifluoroethyl)-1H-indol-2-yl)prop-2-yn-1-yl]amino}benzene-1-sulfonamide COC=1C=C(C=CC1NCC#CC=1N(C2=CC=CC(=C2C1)NC1CCC(CC1)N1CCC(CC1)S(=O)(=O)C)CC(F)(F)F)S(=O)(=O)N